epiminocyclohepta[d]pyrimidine N1C2=NC(=C3C1=CC=CC=C3)N2